CC=1C(=C(C=C(C1)C(F)(F)F)O)C1=CC2=C(N=N1)N(CC2)[C@H]2CNCCC2 3-methyl-2-[7-[(3R)-3-piperidyl]-5,6-dihydropyrrolo[2,3-c]pyridazin-3-yl]-5-(trifluoromethyl)phenol